[Si](C)(C)(C(C)(C)C)OC=1C=C(C=CC1C1OCCO1)CN1C=C(C2=CC=CC=C12)C1=NC(=NC=C1)NC=1C(=CC(=C(C1)NC(C)=O)N(C)CCN(C)C)OC N-[5-({4-[1-({3-[(tert-butyldimethylsilyl)oxy]-4-(1,3-dioxolan-2-yl)phenyl}methyl)indol-3-yl]pyrimidin-2-yl}amino)-2-{[2-(dimethylamino)ethyl](methyl)amino}-4-methoxyphenyl]acetamide